FC(OC1CC2(C1)C[C@H](N(CC2)CC2=C1C=CNC1=C(C=C2OC)C)C2=CC=C(C(=O)O)C=C2)F 4-((2R,4s,6S)-2-(difluoromethoxy)-7-((5-methoxy-7-methyl-1H-indol-4-yl)methyl)-7-azaspiro[3.5]nonan-6-yl)benzoic acid